4-[4-(6-amino-4-methoxypyridin-3-yl)piperidine-1-carbonyl]5-fluoro-2-methoxyphenol NC1=CC(=C(C=N1)C1CCN(CC1)C(=O)C1=CC(=C(C=C1F)O)OC)OC